2-((R)-3-hydroxy-pyrrolidin-1-yl)-1-propyl-8-[1-(3-trifluoromethyl-benzyl)-1H-pyrazol-4-yl]-1,7-dihydro-purin-6-one O[C@H]1CN(CC1)C=1N(C(C=2NC(=NC2N1)C=1C=NN(C1)CC1=CC(=CC=C1)C(F)(F)F)=O)CCC